(S)-2-methyl-4-(4-(4,4,5,5-tetramethyl-1,3,2-dioxaborolan-2-yl)phenyl)morpholine C[C@H]1CN(CCO1)C1=CC=C(C=C1)B1OC(C(O1)(C)C)(C)C